C(CCCCCCCCCCCCCCC)(=O)OCC(C)(COC(CCCCCCCCCCCCCCC)=O)C neopentyl glycol dipalmitate